ClC=1C=CC(=C(C1)C1=CC(=C(N=N1)OCCCN(C)C)NC1=C2C(=NC=C1)N(C(=C2)C(=O)OC)COCC[Si](C)(C)C)F methyl 4-{[6-(5-chloro-2-fluorophenyl)-3-[3-(dimethylamino) propoxy] pyridazin-4-yl] amino}-1-{[2-(trimethylsilyl) ethoxy] methyl}-1H-pyrrolo[2,3-b]pyridine-2-carboxylate